NC(=S)C=1C=C(C=CC1)C1=CN(C2=CC(=CC=C12)NC(CCCCCCCCNC(COC1=C2C(N(C(C2=CC=C1)=O)C1C(NC(CC1)=O)=O)=O)=O)=O)C1CCC(CC1)(F)F N-(3-(3-aminothioformylphenyl)-1-(4,4-difluorocyclohexyl)-1H-indol-6-yl)-9-(2-((2-(2,6-dioxopiperidin-3-yl)-1,3-dioxoisoindolin-4-yl)oxy)acetamido)nonanamide